FC1=C(C=CC=C1)C=1C=C(C=NC1)N 5-(2-fluorophenyl)pyridin-3-amine